C(C)C(COP(=O)(OCC(CCCC)CC)[O-])CCCC.C(C)[P+](CC)(CC)CC tetraethylphosphonium bis(2-ethylhexyl)phosphate